ethyl 4-[(5-chloro-7-methoxy-pyrazolo[4,3-d]pyrimidin-1-yl) methyl]piperidine-1,4-dicarboxylate ClC=1N=C(C2=C(N1)C=NN2CC2(CCN(CC2)C(=O)OCC)C(=O)[O-])OC